C(C1=CC=CC=C1)(N)N toluenedi-amine